1-(6,7-dihydro-5H-benzo[6,7]cyclohepta[1,2-c]pyridazin-3-yl)-N5-(4-((5-fluoroindolin-2-on-3-yl)methyl)phenyl)-1H-1,2,4-triazole-3,5-diamine N1=NC(=CC2=C1C1=C(CCC2)C=CC=C1)N1N=C(N=C1NC1=CC=C(C=C1)CC1C(NC2=CC=C(C=C12)F)=O)N